2-[3-methyl-1-(2,2,2-trifluoroethyl)-1H-pyrazolo[3,4-d]pyrimidin-6-yl]-7-[4-methyl-2-(trifluoromethyl)pyrimidin-5-yl]-2,7-diazaspiro[4.4]nonane CC1=NN(C2=NC(=NC=C21)N2CC1(CC2)CN(CC1)C=1C(=NC(=NC1)C(F)(F)F)C)CC(F)(F)F